CC(CN1C(CC(CC1(C)C)O)(C)C)(O)C dimethyl-2-(4-hydroxy-2,2,6,6-tetramethyl-1-piperidyl)ethanol